cerium cadmium-bismuth [Bi].[Cd].[Ce]